t-butyl peroxyneoheptanoate tert-amyl-peroxypivalate C(C)(C)(CC)CC(C(=O)OO)(C)C.C(CCC(C)(C)C)(=O)OOC(C)(C)C